C(#N)[C@H]1[C@@H](C1)C1=CC=C(C=C1)S(=O)(=O)N 4-[(1R,2R)-2-cyanocyclopropyl]benzenesulfonamide